3-(3-methoxy-4-((4-methoxy-benzyl)oxy)benzyl)-6-(1-methyl-1H-pyrazol-4-yl)-3H-imidazo[4,5-b]pyridin-2-amine monohydrate O.COC=1C=C(CN2C(=NC=3C2=NC=C(C3)C=3C=NN(C3)C)N)C=CC1OCC1=CC=C(C=C1)OC